C(C)(=O)NC=1SC2=C(N1)C=C(C=C2)C(=O)O 2-acetamidobenzo[d]thiazole-5-carboxylic acid